ClC1=C(C(=O)N2COC3=C(C2)C=CC=C3C3=CC(=C(C(=O)O)C=C3F)N3C2COCC3CC2)C(=CC(=C1)N1CC2CCC(C1)N2CCOC)Cl 4-[3-[2,6-Dichloro-4-[8-(2-methoxyethyl)-3,8-diazabicyclo[3.2.1]octan-3-yl]benzoyl]-2,4-dihydro-1,3-benzoxazin-8-yl]-5-fluoro-2-(3-oxa-8-azabicyclo[3.2.1]octan-8-yl)benzoic acid